P(=O)(OC1=CC=C(C=C1)C)(OC1(CC=C(C=C1)C(C)(C)C)C(C)(C)C)[O-] p-tolyl p-di-t-butylphenyl phosphate